7-(3-Cyclopropyl-5-methoxyphenyl)-2-azaspiro[3.5]nonan C1(CC1)C=1C=C(C=C(C1)OC)C1CCC2(CNC2)CC1